7-fluoro-1,3-naphthalenediol FC1=CC=C2C=C(C=C(C2=C1)O)O